(3S,4R)-TERT-BUTYL 3-ALLYL-4-HYDROXYPYRROLIDINE-1-CARBOXYLATE C(C=C)[C@H]1CN(C[C@@H]1O)C(=O)OC(C)(C)C